21-hydroxy-20-methyl-pregna-1,4-dien-3-one OCC([C@H]1CC[C@H]2[C@@H]3CCC4=CC(C=C[C@]4(C)[C@H]3CC[C@]12C)=O)C